(S)-2-bromo-4-(1-methoxyethyl)-6-(methylsulfonyl)pyridine BrC1=NC(=CC(=C1)[C@H](C)OC)S(=O)(=O)C